CS(=O)(=O)CCCN1C(=NC2=C3CC[C@@H](NC3=CC=C21)C)CCN2N=CC=C2 (7S)-3-(3-Methansulfonylpropyl)-7-methyl-2-[2-(1H-pyrazol-1-yl)ethyl]-3H,6H,7H,8H,9H-imidazo[4,5-f]chinolin